ClC1=C(C(=NC=N1)NC1=CC=C(C(=O)OC)C=C1)[N+](=O)[O-] methyl 4-((6-chloro-5-nitropyrimidin-4-yl)amino)benzoate